BrC1=CC=C(CNCC[C@H]2CC[C@H]3[C@@H]4CC=C5CCCC[C@]5(C)[C@H]4CC[C@]23C)C=C1 (4-bromobenzylamino)-pregn-5-en